C(CCC)OC=1C2=CC=CC=C2C(=C2C=CC=CC12)OCCCC 9,10-dibutyloxyanthracene